C(C)OC(=O)C1(CCN(CC1)C(=O)OC(C)(C)C)C(C1=C(C=CC=C1)Br)=O 4-(2-bromobenzoyl)piperidine-1,4-dicarboxylic acid 1-tert-butyl 4-ethyl ester